tetrafluoroethane FCC(F)(F)F